C(C\C=C\C=C\CCC)C=1C=C(C=C(C1)O)O 5-[(3e,5e)-3,5-nonadienyl]-1,3-benzenediol